C(#C)C=1SC=C(N1)C(=O)NCCC1=CC=C(C=C1)C1=C2N=CC=NC2=CC=C1 2-ethynyl-N-(4-(quinoxalin-5-yl)phenethyl)thiazole-4-carboxamide